2,5-bis(tert-butyl-peroxy)-2,5-dimethyl-hexane C(C)(C)(C)OOC(C)(CCC(C)(C)OOC(C)(C)C)C